O[C@H]1C[C@@H]2CC[C@H]3[C@@H]4CC[C@H](C[C@]4(CC[C@@H]3[C@]2(CC1)C)C)C(C)=O 1-((2R,4aS,4bS,6aS,8R,10aS,10bS,12aR)-8-hydroxy-10a,12a-dimethyloctadecahydrochrysen-2-yl)ethan-1-one